5-(2-isopropylphenyl)-3-(4-(1-methyl-4-(trifluoromethyl)-1H-imidazol-2-yl)benzyl)-1H-pyrazolo[4,3-d]pyrimidine C(C)(C)C1=C(C=CC=C1)C=1N=CC2=C(N1)C(=NN2)CC2=CC=C(C=C2)C=2N(C=C(N2)C(F)(F)F)C